C1=C(C=CC=2OC3=CC=CC=C3SC12)C(=O)NCC(=O)N1CC2(OCCO2)C[C@H]1C(=O)O (S)-7-((phenoxathiine-2-carbonyl)glycyl)-1,4-dioxa-7-azaspiro[4.4]nonane-8-carboxylic acid